N-(3,6-dimethyl-9H-xanthen-9-yl)-6-methyl-2-oxo-1,2-dihydropyridine-3-carboxamide CC=1C=CC=2C(C3=CC=C(C=C3OC2C1)C)NC(=O)C=1C(NC(=CC1)C)=O